2'-[1,4,8-triazacycloundecane-1,4-diylbis(methylene)]bis[6-(aminomethyl)-4-methylphenol] N1(CCN(CCCNCCC1)CC1=C(C(=CC(=C1)C)CN)O)CC1=C(C(=CC(=C1)C)CN)O